N=1N(N=CC1)C1=C(C=C(C=N1)NC(C1=C(C=C(C(=C1)F)C1=C(C=NC=C1)C=C)Cl)=O)C(F)(F)F N-(6-(2H-1,2,3-triazol-2-yl)-5-(trifluoromethyl)pyridin-3-yl)-2-chloro-5-fluoro-4-(3-Vinylpyridin-4-yl)benzamide